CNNC(CCCCCCC(=O)NC1=CC=CC=C1)=O 8-(2-methylhydrazino)-8-oxo-N-phenyloctanamide